CS(=O)(=O)OCCOCCOC(C(CN(CC1=CC=CC=C1)CC1=CC=CC=C1)F)C 2-[2-[3-(Dibenzylamino)-2-fluoro-1-methyl-propoxy]ethoxy]ethyl methanesulfonate